(R)-N-(1-(2,6-dimethoxyphenyl)-2-(6-ethoxypyridin-2-yl)-1H-imidazo[4,5-b]pyrazin-6-yl)-1-(1-methyl-2-oxopiperidin-4-yl)methanesulfonamide COC1=C(C(=CC=C1)OC)N1C(=NC=2C1=NC(=CN2)NS(=O)(=O)C[C@H]2CC(N(CC2)C)=O)C2=NC(=CC=C2)OCC